OC1=C(C=C(C=C1CO)C)CO 2-hydroxy-5-methyl-m-benzenedimethanol